5-chloro-2-(4-((3,3-dimethyltetrahydro-2H-pyran-4-yl)amino)pyrido[3,4-d]pyridazin-1-yl)phenol ClC=1C=CC(=C(C1)O)C1=C2C(=C(N=N1)NC1C(COCC1)(C)C)C=NC=C2